NCCSCCSCCNC(OC(C)(C)C)=O tert-butyl (2-((2-((2-aminoethyl)thio)ethyl)thio)ethyl)carbamate